OC[C@]1(C[C@@H](CC1)N[C@@H]1C(COCC1)OC)C(=O)N1CC=2C=C(C=NC2CC1)C(F)(F)F ((1S,3R)-1-(hydroxymethyl)-3-(((4S)-3-methoxytetrahydro-2H-pyran-4-yl)amino)cyclopentyl)(3-(trifluoromethyl)-7,8-dihydro-1,6-naphthyridin-6(5H)-yl)methanone